N-(2-methylpentan-3-yl)decane-1,10-diamine CC(C)C(CC)NCCCCCCCCCCN